1-[4-(methylsulfonyl)phenyl]-3-[2-oxa-6-azaspiro[3.3]hept-6-yl]pyrazin-2(1H)-one CS(=O)(=O)C1=CC=C(C=C1)N1C(C(=NC=C1)N1CC2(COC2)C1)=O